1-((3-(5-(5-Methylpyrazin-2-yl)-4,5-dihydro-1H-pyrazole-1-carbonyl)bicyclo-[1.1.1]pentan-1-yl)methyl)-1H-indazole-5-carbonitrile CC=1N=CC(=NC1)C1CC=NN1C(=O)C12CC(C1)(C2)CN2N=CC1=CC(=CC=C21)C#N